COC=1C=CC=2N(C3=CC=C(C=C3C2C1)OC)C1=C(C=C(C(=O)O)C(=C1)N1C2=CC=C(C=C2C=2C=C(C=CC12)OC)OC)C(=O)O 4,6-bis(3,6-dimethoxy-9H-carbazole-9-yl)isophthalic acid